((1-(2-chlorophenyl)ethyl)amino)benzoate ClC1=C(C=CC=C1)C(C)NC1=C(C(=O)[O-])C=CC=C1